tert-butyl (azetidin-3-ylmethyl)carbamate HCl Cl.N1CC(C1)CNC(OC(C)(C)C)=O